NC(=[NH2+])N Guanidinium